2-([1,4]Dioxan-2-ylmethoxy)-9-(1H-indazol-5-yl)-6,7-dihydro-pyrimido[6,1-a]isoquinolin-4-one O1C(COCC1)COC1=NC(N2C(C3=CC=C(C=C3CC2)C=2C=C3C=NNC3=CC2)=C1)=O